CC(=O)N[C@@H]1[C@H]([C@@H]([C@H](O[C@H]1O)CO)O[C@H]2[C@@H]([C@H]([C@H]([C@H](O2)COS(=O)(=O)O)O)OS(=O)(=O)O)O)O The molecule is an amino disaccharide that consists of N-acetyl-beta-D-glucosamine having a 3,6-di-O-sulfo-beta-D-galactosyl residue attached at position 4. It has a role as an epitope. It is an amino disaccharide and an oligosaccharide sulfate.